C(C)(C)(C)NCC(O)C1=CC=CC=C1 2-(tert-butylamino)-1-phenylethanol